dimethoxymethyl-vinyl-silicon COC(OC)[Si]C=C